2-(2H-benzotriazole-2-yl)-6-(1-methyl-1-phenylethyl)-4-(1-phenylethyl)phenol N=1N(N=C2C1C=CC=C2)C2=C(C(=CC(=C2)C(C)C2=CC=CC=C2)C(C)(C2=CC=CC=C2)C)O